(2-(2-Fluoro-5-((6-fluoro-4-methyl-1H-indol-5-yl)oxy)phenyl)-1H-imidazol-5-yl)(3-iodophenyl)methanol FC1=C(C=C(C=C1)OC=1C(=C2C=CNC2=CC1F)C)C=1NC(=CN1)C(O)C1=CC(=CC=C1)I